[3-(dodecylamino)-3-oxo-propyl]-2-methyl-prop-2-enamide C(CCCCCCCCCCC)NC(CCC=C(C(=O)N)C)=O